8-methoxy-4-hydroxyquinoline-3-carboxylic acid ethyl ester C(C)OC(=O)C=1C=NC2=C(C=CC=C2C1O)OC